C12CN(CC2C1)CCO 2-(3-azabicyclo[3.1.0]hex-3-yl)ethanol